6-(4-(4-cyanophenyl)-2,3-dimethyl-5-oxo-2,5-dihydro-1H-pyrazol-1-yl)pyridine-3-sulfonamide C(#N)C1=CC=C(C=C1)C1=C(N(N(C1=O)C1=CC=C(C=N1)S(=O)(=O)N)C)C